5-(4,6-dimethylpyrimidin-2-yl)hexahydropyrrolo[3,4-c]pyrrole-2(1H)-carboxylic acid tert-butyl ester C(C)(C)(C)OC(=O)N1CC2CN(CC2C1)C1=NC(=CC(=N1)C)C